4-benzyloxy-2-[2-(3,4-difluoro-2-methyl-phenoxy)-4-methyl-5-(trifluoromethyl)-3-pyridyl]-5-tetrahydropyran-4-yloxy-1,6-naphthyridine C(C1=CC=CC=C1)OC1=CC(=NC2=CC=NC(=C12)OC1CCOCC1)C=1C(=NC=C(C1C)C(F)(F)F)OC1=C(C(=C(C=C1)F)F)C